CC1=C(C(=C(C(=C1N)C)N)C)N 2,4,6-trimethylbenzene-1,3,5-triamine